NC1=C(C(=NN1C(C(F)(F)F)C)C1=CC=C(C=C1)CC(=O)O)C(N)=O 2-(4-(5-Amino-4-carbamoyl-1-(1,1,1-trifluoropropan-2-yl)-1H-pyrazol-3-yl)phenyl)acetic acid